C(C)C=1C=CN2C=C(C(C(=C2C1)C1=CC=C(C=C1)OC(F)F)=O)C1=CC=C(C=C1)OC(F)F 8-ethyl-1,3-bis(4-(difluoromethoxy)phenyl)-2H-quinolizin-2-one